C1(CC1)C1=NOC(=N1)C12CCC(CC1)(CC2)C(C)N(C(=O)C21CC(C2)(C1)F)C1=CC(=CC=C1)C1=CN=C(O1)C1CC1 N-(1-(4-(3-cyclopropyl-1,2,4-oxadiazol-5-yl)bicyclo[2.2.2]octan-1-yl)ethyl)-N-(3-(2-cyclopropyloxazol-5-yl)phenyl)-3-fluorobicyclo[1.1.1]pentane-1-carboxamide